(S)-1'-(5-((3-chloropyridazin-4-yl)thio)pyrazin-2-yl)-5,7-dihydrospiro[cyclopenta[d]pyrimidine-6,4'-piperidin]-7-amine ClC=1N=NC=CC1SC=1N=CC(=NC1)N1CCC2(CC1)CC1=C(N=CN=C1)[C@H]2N